1-phenyl-5-({(3S)-7,7,7-trifluoro-3-methyl-3-[(trimethylsilyl)oxy]heptyl}sulfonyl)-1H-tetrazole C1(=CC=CC=C1)N1N=NN=C1S(=O)(=O)CC[C@](CCCC(F)(F)F)(O[Si](C)(C)C)C